[Cl-].O1CC2=CC=CC=3C[NH2+]CCC1C32 2,6,7,8,9,9a-Hexahydroisobenzofuro[7,1-cd]azepin-7-ium chloride